(R)-N-(3-(3,5-dimethylisoxazol-4-yl)-4-(piperidin-2-ylmethoxy)phenyl)isothiazole-4-carboxamide CC1=NOC(=C1C=1C=C(C=CC1OC[C@@H]1NCCCC1)NC(=O)C=1C=NSC1)C